tert-butyl (1R,2S,5S)-2-[[2-methoxy-2-oxo-1-(3-pyridyl)ethyl]carbamoyl]-6,6-dimethyl-3-azabicyclo[3.1.0]hexane-3-carboxylate COC(C(C=1C=NC=CC1)NC(=O)[C@@H]1[C@H]2C([C@H]2CN1C(=O)OC(C)(C)C)(C)C)=O